(1S,5R)-3-(8-cyanoquinolin-5-yl)-N-((4-fluoro-1-methylpiperidin-4-yl)methyl)-5-(trifluoromethyl)-3-azabicyclo[3.1.0]hexane-1-carboxamide C(#N)C=1C=CC(=C2C=CC=NC12)N1C[C@@]2(C[C@@]2(C1)C(F)(F)F)C(=O)NCC1(CCN(CC1)C)F